3-cyclopropyl-1-((5-methyltetrahydrofuran-3-yl)methyl)-4-(trifluoromethyl)-1H-pyrazole C1(CC1)C1=NN(C=C1C(F)(F)F)CC1COC(C1)C